CN1CCN(CC1)N1CCCCC1 1-methyl-4-(piperidyl)piperazine